tert-butyl rac-(3S)-3-(4-tert-butoxy-N-methyl-anilino)pyrrolidine-1-carboxylate C(C)(C)(C)OC1=CC=C(N(C)[C@@H]2CN(CC2)C(=O)OC(C)(C)C)C=C1 |r|